BrC=1C(=C(C(Br)(Br)Br)C=CC1)Br.[Na] sodium tetrabromobenzyl bromide